BrC=1C=C(C=CC1OC(F)(F)F)C1CN(C1)C(=O)OC(C)(C)C tert-Butyl 3-[3-bromo-4-(trifluoromethoxy)phenyl]azetidine-1-carboxylate